(3S)-3-(5-chloro-2-methoxy-phenyl)-3-methyl-6-(trifluoromethyl)indolin-2-one ClC=1C=CC(=C(C1)[C@]1(C(NC2=CC(=CC=C12)C(F)(F)F)=O)C)OC